C1(CCC1)NC=1C=C2C(=CN1)NC=C2 N-cyclobutyl-1H-pyrrolo[2,3-c]pyridine-5-amine